ClC=1C(=CC(=C(NC=2C3=C(N=CN2)C=CC(=N3)N3[C@@H]2CN([C@H](C3)C2)C(C=C)=O)C1)F)OC[C@H]1COCC1 1-[(1S,4S)-5-[4-[5-chloro-2-fluoro-4-[[(3R)-tetrahydrofuran-3-yl]methoxy]anilino]pyrido[3,2-d]pyrimidin-6-yl]-2,5-diazabicyclo[2.2.1]heptan-2-yl]prop-2-en-1-one